C[C@H]1N(CC[C@H](C1)C)C(=O)C=1C2=C(SC1NC(C1=CN=CC=C1)=O)[C@@H](CCC2)O |&1:24| rac-N-(3-((2R,4R)-2,4-dimethylpiperidine-1-carbonyl)-7-hydroxy-4,5,6,7-tetrahydrobenzo[b]thiophen-2-yl)nicotinamide